FC1=CC=CC=2N=C(SC21)N(CC#CC2=CC=C(C(=O)O)C=C2)CCC2=CC=C(C=C2)OC 4-(3-((7-fluorobenzo[d]thiazol-2-yl)(4-methoxyphenethyl)amino)prop-1-yn-1-yl)benzoic acid